NC=1C(NC2=C3C=CC=NC3=C(C=C2C1C1=C2C=NNC2=C(C=C1)F)C1OCCC1)=O 3-amino-4-(7-fluoro-1H-indazol-4-yl)-6-(oxolan-2-yl)-1H-1,7-phenanthrolin-2-one